O1[C@H](C1)C(=O)N1CCC(CC1)N[C@H]1CCC2=CC(=CC=C12)N1C(=NC=2C1=NC(=CC2)N2N=CC=C2)C=2C(=NC=CC2)N 3-{3-[(1S)-1-({1-[(2R)-oxirane-2-carbonyl]piperidin-4-yl}amino)-2,3-dihydro-1H-inden-5-yl]-5-(pyrazol-1-yl)imidazo[4,5-b]pyridin-2-yl}pyridin-2-amine